Methyl (2R)-5-(2-ethoxy-1,1-difluoro-2-oxoethyl)-1-(3-ethoxy-3-oxopropanoyl)pyrrolidine-2-carboxylate C(C)OC(C(F)(F)C1CC[C@@H](N1C(CC(=O)OCC)=O)C(=O)OC)=O